N-[1-{1-(2,2-difluorocyclopropane-1-carbonyl)azetidin-3-yl}-3-(pyridine-2-yl)-1H-pyrazol-4-yl]-5-(1H-pyrazol-4-yl)furan-2-carboxamide FC1(C(C1)C(=O)N1CC(C1)N1N=C(C(=C1)NC(=O)C=1OC(=CC1)C=1C=NNC1)C1=NC=CC=C1)F